N-[(2S)-1-({(1S)-1-cyano-2-[(3S)-2-oxopyrrolidin-3-yl]ethyl}amino)-4-methyl-1-oxopentan-2-yl]-6-methoxy-1H-indole-2-carboxamide C(#N)[C@H](C[C@H]1C(NCC1)=O)NC([C@H](CC(C)C)NC(=O)C=1NC2=CC(=CC=C2C1)OC)=O